C(C)(C)(C)OC(=O)N1CC2=C(C=CC=C2CC1)NC1=CNC(C=C1)=O tert-butyl-8-((6-oxo-1,6-dihydropyridin-3-yl) amino)-3,4-dihydroisoquinoline-2(1H)-carboxylate